1-(3-bromo-2,6-difluorophenyl)ethanol BrC=1C(=C(C(=CC1)F)C(C)O)F